(4-amino-7-fluoroimidazo[1,5-a]quinoxalin-8-yl)((4aS,9aR)-8-fluoro-7-(trifluoromethyl)-2,3,9,9a-tetrahydroindeno[2,1-b][1,4]oxazin-4(4aH)-yl)methanone NC=1C=2N(C3=CC(=C(C=C3N1)F)C(=O)N1[C@@H]3[C@H](OCC1)CC=1C(=C(C=CC13)C(F)(F)F)F)C=NC2